BrC1=C(CNC(C(=O)O)=O)C(=CC=C1)Br 2-((2,6-dibromobenzyl)amino)-2-oxoacetic acid